N2-(2-(1-(Cyclopropylsulfonyl)-1H-pyrazol-4-yl)pyrimidin-4-yl)-5-(1-(difluoromethyl)-1H-pyrazol-3-yl)-N4-((1s,4s)-4-((dimethylamino)methyl)cyclohexyl)pyridine-2,4-diamine C1(CC1)S(=O)(=O)N1N=CC(=C1)C1=NC=CC(=N1)NC1=NC=C(C(=C1)NC1CCC(CC1)CN(C)C)C1=NN(C=C1)C(F)F